C(C)(C)(C)OC(=O)N1CCC(=CC1)C1=CC2=C(NC(=N2)C2=CC(=C(C=C2)OC)OC)C=C1C(F)(F)F 4-(2-(3,4-Dimethoxyphenyl)-6-(trifluoromethyl)-1H-benzo[d]imidazol-5-yl)-3,6-dihydropyridine-1(2H)-carboxylic acid tert-butyl ester